O1CC(CC1)OC(N)=O carbamic acid tetrahydrofuran-3-yl ester